N-(4-fluoro-3-methylphenyl)-5-(2-((2-hydroxy-2-methylpropyl)amino)-2-oxoacetyl)-1,4-dimethyl-2-(pyridin-4-yl)-1H-pyrrole-3-carboxamide FC1=C(C=C(C=C1)NC(=O)C1=C(N(C(=C1C)C(C(=O)NCC(C)(C)O)=O)C)C1=CC=NC=C1)C